NC(C(C(CCCCNC(OCC1=CC=CC=C1)=O)NC(=O)[C@H]1N(C[C@H](C1)N1N=NC=C1C(C)(C)O)C([C@@H](CC1CCCCC1)NC(C1=CC=C(C=C1)C#N)=O)=O)=O)=O Benzyl (7-amino-5-((2S,4S)-1-((R)-2-(4-cyanobenzamido)-3-cyclohexylpropanoyl)-4-(5-(2-hydroxypropan-2-yl)-1H-1,2,3-triazol-1-yl)pyrrolidin-2-carboxamido)-6,7-dioxoheptyl)carbamat